COCOC=1C=CC(=C(C1)N)C 5-(methoxymethyloxy)-2-methyl-phenylamine